1-(2-((4-Fluorophenyl)amino)-4-((2-methoxy-3-(1-methyl-1H-1,2,4-triazol-3-yl)phenyl)amino)pyrimidin-5-yl)propan-1-one FC1=CC=C(C=C1)NC1=NC=C(C(=N1)NC1=C(C(=CC=C1)C1=NN(C=N1)C)OC)C(CC)=O